N-((S)-2-((4-(1,2-dimethyl-6-oxo-1,6-dihydropyridin-3-yl)phenyl)amino)-1-((1r,4S)-4-methylcyclohexyl)-2-oxoethyl)-1-methyl-1H-pyrazole-5-carboxamide CN1C(=C(C=CC1=O)C1=CC=C(C=C1)NC([C@H](C1CCC(CC1)C)NC(=O)C1=CC=NN1C)=O)C